ClC1=C(C=C(N=N1)NCC1=C(C=C(C=C1)OC)OC)C(C)C 6-chloro-N-[(2,4-Dimethoxyphenyl)methyl]-5-isopropyl-pyridazin-3-amine